[Si](C)(C)(C(C)(C)C)OC[C@@H](CO)F (R)-3-((t-butyldimethylsilyl)oxy)-2-fluoropropan-1-ol